FC=1C(=NC=CC1)C(=O)OC methyl 3-fluoropyridinecarboxylate